C(C)C1=C(C=NC(=C1)N1CCN(CC1)C)NC1=NC=C(C(=N1)NCCCN1C(OCCC1)=O)C(F)(F)F 3-(3-((2-((4-ethyl-6-(4-methylpiperazin-1-yl)pyridin-3-yl)amino)-5-(trifluoromethyl)pyrimidin-4-yl)amino)propyl)-1,3-oxazinan-2-one